C(C(C)C)C(C(CC(C)C)(C)C)(O)O isobutyl-2,2,4-trimethylpentanediol